cyclopentenic acid C1(=CCCC1)C(=O)O